ClC=1C(N(C(=CC1[C@@H]1[C@H](C1)C=1C=CC(=C(C1)NC(=O)C1CC1)F)C)C1=CC(=NC=C1C)C1=NC(=NC=C1)C(C)(C)O)=O N-(5-((1S,2S)-2-(3-chloro-2'-(2-(2-hydroxypropan-2-yl)pyrimidin-4-yl)-5',6-dimethyl-2-oxo-2H-[1,4'-bipyridin]-4-yl)cyclopropyl)-2-fluorophenyl)cyclopropanecarboxamide